[5-methyl-1-(5-methyl-2-pyridyl)imidazol-4-yl]methanol CC1=C(N=CN1C1=NC=C(C=C1)C)CO